1-tert-butoxycarbonyl-4-(difluoromethyl)piperidine-4-carboxylic acid C(C)(C)(C)OC(=O)N1CCC(CC1)(C(=O)O)C(F)F